2-[(4-methoxyphenyl)methyl]-4-(trifluoromethyl)-3H,2H-1,2-diazin-3-one COC1=CC=C(C=C1)CN1N=CC=C(C1=O)C(F)(F)F